CCCC(C)C i-Hexane